C(C)C=1N=C(C2=C(N1)SC(=C2)C)NCCC2=CC1=CC=CC=C1C=C2 2-ethyl-6-methyl-N-(2-(naphthalen-2-yl)ethyl)thieno[2,3-d]pyrimidin-4-amine